isopropyl (R)-2-(3-((benzyloxy)carbonyl)thioureido)-2-(4-bromophenyl)-5,5,5-trifluoro-4,4-dimethylpentanoate C(C1=CC=CC=C1)OC(=O)NC(N[C@](C(=O)OC(C)C)(CC(C(F)(F)F)(C)C)C1=CC=C(C=C1)Br)=S